C(C)N1C=NC2=C1N=NC=C2C2=CC(=C(C=C2)F)C2=CC1=CN(C=C1C=C2)S(=O)(=O)C 7-Ethyl-4-(4-fluoro-3-(2-(methylsulfonyl)isoindol-5-yl)phenyl)-7H-imidazo[4,5-c]pyridazine